OC1C23C(=C(C(C2=C(C2([C@@]1(C)O)CC2)C)C(=C3)C)C(=O)OC)C(=O)OC dimethyl (5'R)-4',5'-dihydroxy-5',7',9'-trimethyl-4',5'-dihydro-1'H-spiro[cyclopropane-1,6'-[1,3a]ethenoindene]-2',3'-dicarboxylate